2-(4-isothiazol-4-ylpyrazol-1-yl)-N-(5-pyrazin-2-yl-2-pyridyl)acetamide S1N=CC(=C1)C=1C=NN(C1)CC(=O)NC1=NC=C(C=C1)C1=NC=CN=C1